N-(3-chloro-4-fluorophenyl)-N-methyl-1-(6-methyl-4-(trifluoromethyl)pyridin-2-yl)-3-(4-(1-methylpiperidin-4-yl)piperazine-1-carbonyl)-4,5-dihydro-1H-pyrazole-5-carboxamide ClC=1C=C(C=CC1F)N(C(=O)C1CC(=NN1C1=NC(=CC(=C1)C(F)(F)F)C)C(=O)N1CCN(CC1)C1CCN(CC1)C)C